[Pd](Cl)Cl.C(C)(C)(C)P([C-]1C=CC=C1)C(C)(C)C.[C-]1(C=CC=C1)P(C(C)(C)C)C(C)(C)C.[Fe+2] 1,1'-bis-di-tert-butylphosphinoferrocene palladium dichloride